SC(CS(=O)(=O)[O-])CS.[Na+] sodium 2,3-dimercaptopropanesulfonate